C(C=1C(C(=O)[O-])=CC=CC1)(=O)OC(CCCCCCC(C)C)CCCC butyl-isodecyl phthalate